1-[(2R,3R,4R,5R)-5-(aminomethyl)-3-fluoro-4-hydroxy-tetrahydrofuran-2-yl]pyrimidine-2,4-dione NC[C@@H]1[C@H]([C@H]([C@@H](O1)N1C(NC(C=C1)=O)=O)F)O